(R)-4-(cyclohexylmethyl)-6,6a,7,8,9,10-hexahydro-5H-pyrazino[1,2-a][1,8]naphthyridine C1(CCCCC1)CC=1C=2CC[C@H]3N(C2N=CC1)CCNC3